MethyleneBisacrylamide C=CC(=O)NCNC(=O)C=C